FC1=CC(=C(C(=C1)OC[C@@H]1CNCC1)C1=CC(=NN1)NC=1N=CC(=NC1)C#N)OC (S)-5-((5-(4-fluoro-2-methoxy-6-(tetrahydropyrrol-3-ylmethoxy)phenyl)-1H-pyrazol-3-yl)amino)pyrazine-2-carbonitrile